4-(2-bromoethyl)morpholine BrCCN1CCOCC1